N(=[N+]=[N-])CC1(OC2=C(C1)C=C(C=C2[C@@H](C)N[S@](=O)C(C)(C)C)Cl)C (R)-N-((1R)-1-(2-(azidomethyl)-5-chloro-2-methyl-2,3-dihydrobenzofuran-7-yl)ethyl)-2-methylpropane-2-sulfinamide